C(=CCC)O[Cr](=O)[O-] butenyl-chromite